[Pt+2].N(=C=S)C=1C(=NC=CC1)C1=NC=CC=C1C1=NC=CC=C1 isothiocyanato(terpyridine) platinum (ii)